N-(7-chloro-6-(3-fluoropiperidin-4-yl)isoquinolin-3-yl)cyclopropanecarboxamide ClC1=C(C=C2C=C(N=CC2=C1)NC(=O)C1CC1)C1C(CNCC1)F